CC(C)(C)[O-].[Li+] lithium tertiary butoxide